BrC=1C=CC(=NC1)CC1=C(C2=CC=CC=C2C(=C1C)OC)OC 5-bromo-2-((1,4-dimethoxy-3-methylnaphthalen-2-yl)methyl)pyridine